C(C1=CC=CC=C1)NC(=O)[C@H](CC1=CC=CC=C1)NC(CCCCCCC(=O)NO)=O (S)-suberic acid hydroxyamide (1-benzylcarbamoyl-2-phenyl-ethyl)-amide